BrC=1C=2N(C(=CC1)OC(F)F)C=NN2 8-bromo-5-difluoromethoxy-[1,2,4]triazolo[4,3-a]pyridine